C(#N)C1=CN(C2=CC=C(C=C12)N1N=CC(=N1)C(=O)OC)CC1CC1 methyl 2-(3-cyano-1-cyclopropylmethyl-1H-indol-5-yl)-2H-1,2,3-triazole-4-carboxylate